4-(4-carboxy-2,5-dihydroxyphenyl)-6-(3,4-dihydroxyphenyl)-1,3,5-triazin-2-one C(=O)(O)C1=CC(=C(C=C1O)C1=NC(NC(=N1)C1=CC(=C(C=C1)O)O)=O)O